C(CCC)C(C=O)(CCCCC)CS(=O)(=O)C1=C(C=C(C=C1)N(C)C)CC1=CC=C(C=C1)OC 2-butyl-2-(((4-(dimethylamino)-2-(4-methoxybenzyl)phenyl)sulfonyl)methyl)heptanal